5-bromo-1-(oxetan-3-yl)-1H-pyrazolo[4,3-b]pyridine BrC1=CC=C2C(=N1)C=NN2C2COC2